OC(CCNC(=O)C1=NC=CC(=C1)NC(O[C@H](C)[C@H](C)OC1=CC2=C(N=C(S2)C2=C3N=CC(=NC3=CC(=C2)C)OC)C=C1F)=O)(C)C (2R,3S)-3-((5-fluoro-2-(2-methoxy-7-methylquinoxalin-5-yl)benzo[d]thiazol-6-yl)oxy)butan-2-yl (2-((3-hydroxy-3-methylbutyl)carbamoyl)pyridin-4-yl)carbamate